CS(=O)(=O)N1CC2(C3=CC=CC(=C13)N)CC2 1'-(methylsulfonyl)spiro[cyclopropane-1,3'-indolin]-7'-amine